ClC=1C(=C(C(=CC1)OC)C1=CC(=NC=C1C(=O)NC=1SC2=C(N1)C=CC(=C2)OC[C@@H](C)O)C)F 4-(3-chloro-2-fluoro-6-methoxyphenyl)-N-(6-((R)-2-hydroxypropoxy)benzo[d]thiazol-2-yl)-6-methylnicotinamide